(thienyl)ferrocene S1C(=CC=C1)[C-]1C=CC=C1.[CH-]1C=CC=C1.[Fe+2]